OLEIC ACID, METHYL ESTER C(CCCCCCC\C=C/CCCCCCCC)(=O)OC